N1(N=NC2=C1C=CC=C2)[O] benzotriazol-1-yloxygen